ClC1=C(C=CC=2N(C=NC21)CCC[C@H]2NCCC[C@H]2O)Cl (2R,3R)-2-(3-(4,5-dichloro-1H-benzo[d]imidazol-1-yl)propyl)piperidin-3-ol